ClC=1C=C(C=CC1F)[C@@]1(CN2[C@H](CO1)CN(CC2)C(=O)C2=C(C(=CC=C2F)OC)Cl)O [(3R,9aS)-3-(3-chloro-4-fluoro-phenyl)-3-hydroxy-1,4,6,7,9,9a-hexahydropyrazino[2,1-c][1,4]oxazin-8-yl]-(2-chloro-6-fluoro-3-methoxyphenyl)methanone